N-[4-(2-morpholinoethoxy)phenyl]acetamide O1CCN(CC1)CCOC1=CC=C(C=C1)NC(C)=O